3-(1-(2,6-dioxopiperidin-3-yl)-1H-imidazol-4-yl)benzenesulfonylfluoride O=C1NC(CCC1N1C=NC(=C1)C=1C=C(C=CC1)S(=O)(=O)F)=O